3-(pyridin-4-yloxy)propionic acid N1=CC=C(C=C1)OCCC(=O)O